F[B-](F)(F)F.C(C)(C)(C)P(C)C(C)(C)C di-tert-butylmethylphosphine fluoroborate